(2-fluorophenyl)cyclopropan-1-amine hydrochloride Cl.FC1=C(C=CC=C1)C1(CC1)N